CN1N=CC2=CC=C(C=C12)COC1=NC=CC(=N1)C1NCCNC1 2-(((1-methyl-1H-indazol-6-yl)methoxy)pyrimidin-4-yl)piperazine